ClCC=1C(=C(C=CC1)C=1C(=CC=CC1)C1=CC=CC=C1)CCl bis(chloromethyl)-terphenyl